7-methyl-5-(4-(pyrimidin-2-yloxy)phenyl)-6-(2-azaspiro[3.5]non-6-en-7-yl)-7H-pyrrolo[2,3-d]pyrimidin-4-amine CN1C(=C(C2=C1N=CN=C2N)C2=CC=C(C=C2)OC2=NC=CC=N2)C2=CCC1(CNC1)CC2